C(C)(C)(C)OC(NCC(C)C1=CC(=CC=C1)N)=O (2-(3-aminophenyl)propyl)carbamic acid tert-butyl ester